2-(2-chlorophenyl)-N-[4-(5-methoxypyridin-3-yl)-3-sulfamoylphenyl]acetamide ClC1=C(C=CC=C1)CC(=O)NC1=CC(=C(C=C1)C=1C=NC=C(C1)OC)S(N)(=O)=O